4-(5-methyl-1H-indazol-4-yl)-6-(2-propanyl)-2-(2-(2-propenoyl)-2,6-diazaspiro[3.4]octan-6-yl)-6,7-dihydro-5H-cyclopenta[b]pyridine-3-carbonitrile CC=1C(=C2C=NNC2=CC1)C1=C2C(=NC(=C1C#N)N1CC3(CN(C3)C(C=C)=O)CC1)CC(C2)C(C)C